3-bromo-chloro-1,1'-biphenyl BrC=1C(=C(C=CC1)C1=CC=CC=C1)Cl